COC1=CC=C(C=C1)N1N=C(C(C1C1=C(C(=NO1)C)[N+](=O)[O-])C1=CC=CC=C1)C1=CC2=CC=CC=C2C=C1 5-(1-(4-methoxyphenyl)-3-(naphthalen-2-yl)-4-phenyl-4,5-dihydro-1H-pyrazol-5-yl)-3-methyl-4-nitroisoxazole